1,8-bis[2-methylsulfanyl-phenyl]naphthalene CSC1=C(C=CC=C1)C1=CC=CC2=CC=CC(=C12)C1=C(C=CC=C1)SC